24-hydroxycholesterol acetate C(C)(=O)O[C@@H]1CC2=CC[C@H]3[C@@H]4CC[C@H]([C@@H](CCC(C(C)C)O)C)[C@]4(CC[C@@H]3[C@]2(CC1)C)C